2-(3-Cyclopropyl-1H-pyrazol-1-yl)-N-(2,4-dimethoxybenzyl)-5-nitrobenzene-sulfonamide C1(CC1)C1=NN(C=C1)C1=C(C=C(C=C1)[N+](=O)[O-])S(=O)(=O)NCC1=C(C=C(C=C1)OC)OC